di-n-propyl (1-methyl-1-(2-methylcyclohexyl)methylene)malonate CC(C1C(CCCC1)C)=C(C(=O)OCCC)C(=O)OCCC